(S)-quinuclidin-3-yl (6-(4-chlorophenyl)thiochroman-4-yl)carbamate ClC1=CC=C(C=C1)C=1C=C2C(CCSC2=CC1)NC(O[C@@H]1CN2CCC1CC2)=O